1,1-Difluoro-1-{3-[(1R)-1-{[6-(methylsulfonyl)-2-methylpyrido[3,4-d]pyrimidin-4-yl]amino}ethyl]phenyl}-2-methylpropan-2-ol FC(C(C)(O)C)(C1=CC(=CC=C1)[C@@H](C)NC=1C2=C(N=C(N1)C)C=NC(=C2)S(=O)(=O)C)F